2-((1R,2R,5S)-3,8-diazabicyclo[3.2.1]octan-2-yl)ethan-1-ol [C@H]12[C@H](NC[C@H](CC1)N2)CCO